IC[C@@H]([C@@H](C#C[Si](C)(C)C)OCC1=CC=C(C=C1)OC)C ((3S,4R)-5-iodo-3-((4-methoxybenzyl)oxy)-4-methylpent-1-yn-1-yl)trimethylsilane